ClC1=C(C(=C(C=C1OC)OC)Cl)C1=CC2=C(N=C(N=C2)N[C@H]2[C@H](COC2)NC(C=C)=O)C(=N1)OC N-((3R,4S)-4-((6-(2,6-dichloro-3,5-dimethoxyphenyl)-8-methoxypyrido[3,4-d]pyrimidin-2-yl)amino)tetrahydrofuran-3-yl)acrylamide